2-((1s,3s)-1-(3-bromophenyl)-3-fluorocyclobutanecarbonyl)-N-methyl-thiosemicarbazide BrC=1C=C(C=CC1)C1(CC(C1)F)C(=O)N(NC)C(=S)N